3,4-Dichloro-5-phenylfuran-2(5H)-one ClC=1C(OC(C1Cl)C1=CC=CC=C1)=O